OC(CC=NC1=CC=C(S(=O)(=O)O)C=C1)C N-(3-hydroxybutylidene)-p-sulfanilic acid